ONC(CCCCOC1=CC(OC2=CC=CC=C12)=O)=O N-hydroxy-5-((coumarin-4-yl)oxy)valeramide